C(C)(C)(C)OC(=O)N1CCC(CC1)CC(C(F)(F)F)OCCOCCCCCOCC1=CC=CC=C1 tert-butyl-4-[2-[2-(5-benzyloxypentoxy)ethoxy]-3,3,3-trifluoro-propyl]piperidine-1-carboxylate